CC(C(C(C(C(C(C(C(C)=O)=O)=O)=O)=O)=O)=O)=O decanoctone